bisphenol A bismethacrylate C(C(=C)C)(=O)O.C(C(=C)C)(=O)O.OC1=CC=C(C=C1)C(C)(C)C1=CC=C(C=C1)O